C(C)(=O)SCC=1OC2=C(N1)C=C(C=C2)Br S-((5-bromobenzo[d]oxazol-2-yl) methyl) thioacetate